(rac)-2-[6-amino-5-(trifluoromethyl)pyridin-3-yl]-N-[1-(pyridin-4-yl)cyclobutyl]-6,7-dihydrospiro[pyrazolo[5,1-c][1,4]oxazine-4,3'-pyrrolidine]-1'-carboxamide NC1=C(C=C(C=N1)C1=NN2C(=C1)[C@@]1(CN(CC1)C(=O)NC1(CCC1)C1=CC=NC=C1)OCC2)C(F)(F)F |r|